BrC=1C=CC(=C2C=C(N=CC12)Cl)C(C(F)F)C 8-Bromo-3-chloro-5-(1,1-difluoropropan-2-yl)isoquinoline